3-((4-(4-fluorophenyl)-3-(pyrrolidin-1-ylmethyl)-2H-chromen-6-yl)oxy)propionic acid FC1=CC=C(C=C1)C1=C(COC2=CC=C(C=C12)OCCC(=O)O)CN1CCCC1